(1-propan-2-ylpiperidin-2-yl)methanamine CC(C)N1C(CCCC1)CN